NC(C)(C)C1=CC(=NC(=C1)C1=CC=C(C=C1)F)OC1[C@@H]2CN(C[C@H]12)C(=O)C1=C(N=C(S1)C=1N=CSC1)C(F)F ((1R,5S,6s)-6-((4-(2-aminopropan-2-yl)-6-(4-fluorophenyl)pyridin-2-yl)oxy)-3-azabicyclo[3.1.0]hexan-3-yl)(4-(difluoromethyl)-[2,4'-bithiazol]-5-yl)methanone